4-methyl-5-((S)-2-methylpiperazine-1-carbonyl)picolinonitrile CC1=CC(=NC=C1C(=O)N1[C@H](CNCC1)C)C#N